p-(1-butoxyethoxy)styrene C(CCC)OC(C)OC1=CC=C(C=C)C=C1